[Ti+2].CC(C)(C)NC(=O)[SiH](C)C N-(1,1-dimethylethyl)dimethylsilanecarboxamide titanium (II)